C(C1CO1)OCCCCCCCCCCCCCCCCCCCC icosyl glycidyl ether